C1(CC1)OC1=C(C=CC=C1)N1C(NC2=CC=CC=C2C1=O)=S 3-(2-cyclopropoxyphenyl)-2-thioxo-2,3-dihydro-quinazolin-4(1H)-one